2-{[4-({6-[(4-chloro-2-fluorophenoxy)methyl]pyridin-2-yl}oxy)piperidin-1-yl]methyl}-1-[(1-ethyl-1H-imidazol-5-yl)methyl]-1H-1,3-benzodiazole-6-carboxylic acid ClC1=CC(=C(OCC2=CC=CC(=N2)OC2CCN(CC2)CC2=NC3=C(N2CC2=CN=CN2CC)C=C(C=C3)C(=O)O)C=C1)F